Methyl 2-[3-(4-chloro-3-fluorophenyl)-5-({[(3,5-dichlorophenyl)methyl] carbamoyl}methyl)-1H-1,2,4-triazol-1-yl]acetate ClC1=C(C=C(C=C1)C1=NN(C(=N1)CC(NCC1=CC(=CC(=C1)Cl)Cl)=O)CC(=O)OC)F